C1(CC1)C1=C(C=NC=C1)C(CNCCC)O 1-(4-cyclopropyl-3-pyridyl)-2-(propylamino)ethanol